OC[C@H](CC)NC(OC(C)(C)C)=O Tert-butyl (S)-(1-hydroxybutan-2-yl)carbamate